N-(4-(trifluoromethyl)phenyl)aniline methyl-3-(4,4,5,5-tetramethyl-1,3,2-dioxaborolan-2-yl)cyclopent-3-ene-1-carboxylate COC(=O)C1CC(=CC1)B1OC(C(O1)(C)C)(C)C.FC(C1=CC=C(C=C1)NC1=CC=CC=C1)(F)F